CC1=C(OC=2C(=CC(N(C2)C)=O)C=2C3=C(C(N(C2)C)=O)N(C(=C3)C3=CN=C(S3)C(C)C)S(=O)(=O)C3=CC=C(C=C3)C)C(=CC=C1)C 5-(2,6-dimethylphenoxy)-4-[2-(2-isopropyl-1,3-thiazol-5-yl)-6-methyl-1-(4-methylbenzenesulfonyl)-7-oxopyrrolo[2,3-c]pyridin-4-yl]-1-methylpyridin-2-one